2-(tert-butoxymethyl)oxirane C(C)(C)(C)OCC1OC1